2-((4-Amino-3-(3-hydroxyphenyl)-1H-pyrazolo[3,4-d]pyrimidin-1-yl)methyl)-3-(4-chlorobenzyl)-5-(3-methoxy-prop-1-ynyl)quinazolin-4(3H)-one NC1=C2C(=NC=N1)N(N=C2C2=CC(=CC=C2)O)CC2=NC1=CC=CC(=C1C(N2CC2=CC=C(C=C2)Cl)=O)C#CCOC